COC1=C(CNC=2C3=C(N=CN2)C(=CS3)C=3C=NNC3)C=CC(=C1)OC N-(2,4-dimethoxybenzyl)-7-(1H-pyrazol-4-yl)thieno[3,2-d]pyrimidin-4-amine